(3S)-3-[(1R)-4-methyl-3-cyclohexen-1-yl]butanal CC1=CC[C@@H](CC1)[C@H](CC=O)C